(1R,3S)-3-[5-[(2-bromopyrazolo[1,5-a]pyrazin-4-yl)amino]-1-tert-butyl-pyrazol-3-yl]cyclopentanol BrC1=NN2C(C(=NC=C2)NC2=CC(=NN2C(C)(C)C)[C@@H]2C[C@@H](CC2)O)=C1